C(C)OC(C)C1=NC=C(C(=C1)OC=1C(=NC(=NC1)N)N)C(C)C 5-((2-(1-ethoxyethyl)-5-isopropyl-pyridin-4-yl)oxy)pyrimidine-2,4-diamine